BrC1=NC=C(C(=C1)OC=1C(=NC(=NC1)N)NCCNC)C(C)C 5-((2-bromo-5-isopropylpyridin-4-yl)oxy)-N4-(2-(methylamino)ethyl)pyrimidine-2,4-diamine